3'-O-methyl-deoxyguanosine CO[C@H]1C[C@@H](O[C@@H]1CO)N1C=NC=2C(=O)NC(N)=NC12